tert-butyl N-{1-[7-({8-fluoro-2-methylimidazo[1,2-a]pyridin-6-yl} carbamoyl)-2H-indazol-4-yl]piperidin-4-yl}-N-methylcarbamate FC=1C=2N(C=C(C1)NC(=O)C1=CC=C(C3=CNN=C13)N1CCC(CC1)N(C(OC(C)(C)C)=O)C)C=C(N2)C